C(=O)C=1C=C(C2=C(N=C(O2)N2CC3N(C(C2)C3)C(=O)OC(C)(C)C)C1)C=1SC=CN1 tert-Butyl 3-(5-formyl-7-(thiazol-2-yl)benzo[d]oxazol-2-yl)-3,6-diazabicyclo[3.1.1]heptane-6-carboxylate